ClC=1C(=NC(=NC1)N[C@H]1[C@@H]([C@@H]2CC[C@H](C1)O2)O)C=2C=C(C1=C(N(C(=N1)[C@@H]1CN(CC1)C(=O)OC)C(C)C)C2)F methyl (S)-3-(6-(5-chloro-2-(((1S,2S,3R,5R)-2-hydroxy-8-oxabicyclo[3.2.1]octan-3-yl)amino)pyrimidin-4-yl)-4-fluoro-1-isopropyl-1H-benzo[d]imidazol-2-yl)pyrrolidine-1-carboxylate